C(C)(=O)NC=1C=CNC1 4-Acetamido-1H-pyrrole